6-(2-bromoethoxy)-4-fluoro-3-[(cis)-3-hydroxy-3-methylcyclobutyl]-1-{[2-(trimethylsilyl)ethoxy]methyl}-1,3-dihydro-1,3-benzimidazol-2-one BrCCOC=1C=C(C2=C(N(C(N2C2CC(C2)(C)O)=O)COCC[Si](C)(C)C)C1)F